(1S,2R,3R,4R,5S)-4-((4-chloro-5-(trifluoromethyl)pyrimidin-2-yl)amino)-1-(hydroxymethyl)-6,8-dioxabicyclo[3.2.1]octane-2,3-diol ClC1=NC(=NC=C1C(F)(F)F)N[C@@H]1[C@H]([C@H]([C@@]2(CO[C@H]1O2)CO)O)O